ClC(OC1=CC=C(C=C1)NC1=C(C(=O)NNC(COC(NC)=O)=O)C=CC=N1)(F)F (2-(2-(2-((4-(chlorodifluoromethoxy)phenyl) Amino)nicotinoyl)hydrazino)-2-oxoethyl)(methyl)carbamate